[N+](=O)([O-])C=1C=C2C(NC=NC2=CC1)=O 6-nitro-4-quinazolinone